FC(C1=CC=C(C=C1)NC=1C(=NC=CN1)N1CCN(CC1)C#N)(F)F 4-(3-{[4-(trifluoromethyl)phenyl]amino}pyrazin-2-yl)piperazine-1-carbonitrile